(4S,5R)-3-(3,4-difluoro-2-methoxyphenyl)-4,5-dimethyl-5-(trifluoromethyl)-4,5-dihydrofuran-2-carboxylic acid ethyl ester C(C)OC(=O)C=1O[C@]([C@H](C1C1=C(C(=C(C=C1)F)F)OC)C)(C(F)(F)F)C